4-nitrobenzyl (((1S,4S)-4-((R)-3-mercaptopyrrolidin-1-yl)cyclohexyl)methyl)carbamate S[C@H]1CN(CC1)C1CCC(CC1)CNC(OCC1=CC=C(C=C1)[N+](=O)[O-])=O